C(C1=CC(C(=O)OC)=CC(C(=O)OC)=C1)(=O)OC trimethyl trimesate